N-(2-((1S,3R)-3-((5-(1-Methyl-1H-pyrazol-4-yl)pyrimidin-2-yl)amino)cyclohexyl)-3-oxoisoindolin-5-yl)acrylamide CN1N=CC(=C1)C=1C=NC(=NC1)N[C@H]1C[C@H](CCC1)N1CC2=CC=C(C=C2C1=O)NC(C=C)=O